C(#N)CC1CCC(CC1)N1C(=NC=2C1=C1C(=NC2)NC=C1)CONC(CCOC)=N N-((1-((1r,4r)-4-(Cyanomethyl)cyclohexyl)-1,6-dihydroimidazo[4,5-d]pyrrolo[2,3-b]pyridin-2-yl)methoxy)-3-methoxypropanimidamide